C1(CC1)C([C@@H](C(NC=1C=NN(C1)CC=1C(NC=CN1)=O)=O)NC(=O)C1=NON=C1C)C1CC1 N-[(1S)-1-(dicyclopropylmethyl)-2-oxo-2-[[1-[(2-oxo-1H-pyrazin-3-yl)methyl]pyrazol-4-yl]amino]ethyl]-4-methyl-1,2,5-oxadiazole-3-carboxamide